C(CC[C@@H](C(=O)O)NC(=O)C1=CC=C(NC[C@@H]2CNC=3N=C(N)NC(=O)C3N2)C=C1)(=O)O |&1:16| (6R)- and (6S)-tetrahydrofolic acid